CC(CCN(C(=O)OC(C)(C)C)C(=O)OC(C)(C)C)(CC=O)C di-tert-butyl (3,3-dimethyl-5-oxopentyl)-2-imidodicarbonate